COC(=O)C1=CC=NN1CCOCCOCCOCCOCC#C.C(COCCOCCOCCOCC#C)N1N=CC=C1C(=O)O (3,6,9,12-Tetraoxapentadec-14-yn-1-yl)-1H-pyrazole-5-carboxylic acid methyl-1-(3,6,9,12-Tetraoxapentadec-14-yn-1-yl)-1H-pyrazole-5-carboxylate